6-(4-((4-(1H-pyrazol-4-yl)phenyl)amino)pyrimidin-2-yl)-N-ethyl-N-methyl-1H-indole-2-carboxamide N1N=CC(=C1)C1=CC=C(C=C1)NC1=NC(=NC=C1)C1=CC=C2C=C(NC2=C1)C(=O)N(C)CC